3-(4-((2-((4-chloropyrimidin-2-yl)amino)ethyl)amino)-1-oxoisoindolin-2-yl)piperidine-2,6-dione ClC1=NC(=NC=C1)NCCNC1=C2CN(C(C2=CC=C1)=O)C1C(NC(CC1)=O)=O